OC1=C(C(=CC(=C1)C(F)(F)F)C)C1=CC=C(N=N1)C(C)(C)N1C(CCC1)=O 1-(2-{6-[2-Hydroxy-6-methyl-4-(trifluoromethyl)phenyl]pyridazin-3-yl}propan-2-yl)pyrrolidin-2-one